C[C@@H]1O[C@@H](CN(C1)C1=CC=C(C=C1)NC1=NC=C(C(=N1)OCC1CCC(CC1)(O)C)F)C 4-(((2-((4-((2S,6R)-2,6-dimethylmorpholino)phenyl)amino)-5-fluoropyrimidin-4-yl)oxy)methyl)-1-methylcyclohexan-1-ol